6-(4-amino-4-methylpiperidin-1-yl)-3-(7-chloro-2-methylbenzo[d]thiazol-6-yl)-1H-pyrazole NC1(CCN(CC1)C1(C(=C2C(=NC(S2)C)C=C1)Cl)C1=NNC=C1)C